C(C)(C)C=1C=C(C=C(C1N1C(=NC2=C1C=CC=C2)C2=CC=CC1=C2OC2=NC=3C4=C(C=CC3C=C21)C=CC=C4)C(C)C)C4=CC=CC=C4 11-(1-(3,5-Diisopropyl-[1,1'-biphenyl]-4-yl)-1H-benzo[d]imidazol-2-yl)benzo[h]benzofuro[2,3-b]quinoline